[Cl-].[Cl-].C1=CC=CC1.C1=CC=CC1.[V+2] vanadium bis(cyclopentadiene) dichloride